C(C)C=1C=NC(=NC1)N1CCC(CC1)CCCOC1=CC(=C(C(=C1)F)CC(=O)N1CC(C1)C(=O)O)F 1-[2-[4-[3-[1-(5-ethylpyrimidin-2-yl)-4-piperidyl]propoxy]-2,6-difluoro-phenyl]acetyl]azetidine-3-carboxylic acid